3-(4-(sec-butoxy)phenyl)-2-methylpropan-1-ol C(C)(CC)OC1=CC=C(C=C1)CC(CO)C